2-(2,4-dichlorophenyl)-1-ethyl-5-(1H-pyrrolo[2,3-b]pyridin-4-yl)-1H-pyrrole-3-carboxamide ClC1=C(C=CC(=C1)Cl)C=1N(C(=CC1C(=O)N)C1=C2C(=NC=C1)NC=C2)CC